(±)-N-(3,5-dichlorophenyl)-6,7,8,9-tetrahydro-5H-5,8-epiminocyclohepta[d]pyrimidine-10-carboxamide ClC=1C=C(C=C(C1)Cl)NC(=O)N1C2CCC1CC=1N=CN=CC12